methyl (E)-4-((4-aminobut-2-en-1-yl) amino)-3-methoxy-5-nitrobenzoate NC/C=C/CNC1=C(C=C(C(=O)OC)C=C1[N+](=O)[O-])OC